2,3-dimethyl-6-[2-(1-methylpyrazol-4-yl)morpholino]-8-[3-(trifluoromethyl)-1-bicyclo[1.1.1]pentanyl]pyrimido[5,4-d]pyrimidin-4-one CC=1N(C(C2=C(N1)C(=NC(=N2)N2CC(OCC2)C=2C=NN(C2)C)C21CC(C2)(C1)C(F)(F)F)=O)C